N1C=NC2=C1C=CC(=C2)N2C(CCC2C2=CC=C(C=C2)OCCC)=O 1-(1H-benzo[d]imidazol-5-yl)-5-(4-propoxyphenyl)pyrrolidin-2-one